BrN1C(N(C=2C1=NC=CC2)C(C)C)OC 3-bromo-2-methoxy-1-isopropyl-1H-imidazo[4,5-b]pyridine